O.S(=O)(=O)([O-])[O-].B(O)(O)O.[Mg+2].[N+](=O)([O-])C1=C(C=CC=C1)NC(=O)OCC=C 3-(((2-nitrophenyl)carbamoyl)oxy)prop-1-en MAGNESIUM BORATE SULFATE HYDRATE